1-(2-Chloro-5-((4-(2-(4-chlorophenyl)imidazo[1,2-a]pyridin-3-yl)-1H-1,2,3-triazol-1-yl)methyl)phenyl)ethan-1-one ClC1=C(C=C(C=C1)CN1N=NC(=C1)C1=C(N=C2N1C=CC=C2)C2=CC=C(C=C2)Cl)C(C)=O